6-[6-(trifluoromethyl)-3-pyridinyl]-2-azaspiro[3.3]heptane FC(C1=CC=C(C=N1)C1CC2(CNC2)C1)(F)F